FC=1C=C(C=CC1F)N1C(CCCC12CCN(CC2)C2=NC(=NC(=C2)O[C@@H](C(F)(F)F)C)CO)=O |r| Racemic-1-(3,4-difluorophenyl)-9-(2-(hydroxymethyl)-6-((1,1,1-trifluoropropan-2-yl)oxy)pyrimidin-4-yl)-1,9-diazaspiro[5.5]undecan-2-one